O1C(=CC2=C1C=CC=C2)C(CC2=C(C=C(C=C2C)C)C)=O 1-(1-benzofuran-2-yl)-2-mesitylethanone